4,4'-diamino-2,2'-bistrifluoromethyl-biphenyl 2-(2-(2-(2-hydroxyethoxy)ethoxy)ethoxy)ethyl-4-methylbenzenesulfonate OCCOCCOCCOCCOS(=O)(=O)C1=CC=C(C=C1)C.NC1=CC(=C(C=C1)C1=C(C=C(C=C1)N)C(F)(F)F)C(F)(F)F